5-Chloro-3-ethynyl-6-(2-methoxy-ethoxy)-1H-indazole ClC=1C=C2C(=NNC2=CC1OCCOC)C#C